C(C)(C)(C)OC(=O)N1C=C(C2=CC=CC=C12)CC(=O)N(CC)CC 3-(2-(diethylamino)-2-oxoethyl)-1H-indole-1-carboxylic acid tert-butyl ester